[Na].C(CCCCCCCCCCC)(=O)N[C@@H](C)C(=O)O N-dodecanoyl-l-alanine sodium